O=C1NC(CCC1N1C(C2=CC=C(C=C2C1)NC(C1=C(C=CC=C1)CC(F)(F)F)=O)=O)=O N-(2-(2,6-dioxopiperidin-3-yl)-1-oxoisoindolin-5-yl)-2-(2,2,2-trifluoroethyl)benzamide